C(C)(C)N.C(CCCCCCCCCCC)C1=C(C=CC=C1)S(=O)(=O)O dodecyl-benzenesulfonic acid isopropylamine salt